2-chloro-6-(3-phenyl-1-piperidyl)purin ClC1=NC(=C2NC=NC2=N1)N1CC(CCC1)C1=CC=CC=C1